ClC1=CC=C(C=C1)C#CC(C)C 4-(4-chlorophenyl)-2-methylbut-3-yne